C[Si](OCC)C dimethyl-ethoxysilicon